1-(4-(2-(4-bromo-3-fluorophenyl)propan-2-yl)thiazol-2-yl)-3-((2-(piperazin-1-yl)pyrimidin-5-yl)methyl)urea BrC1=C(C=C(C=C1)C(C)(C)C=1N=C(SC1)NC(=O)NCC=1C=NC(=NC1)N1CCNCC1)F